5-[[2-[(2R,3R,6S)-2,3-dimethyl-6-phenyl-1-piperidyl]-2-oxo-acetyl]amino]pyridine-3-carboxamide C[C@H]1N([C@@H](CC[C@H]1C)C1=CC=CC=C1)C(C(=O)NC=1C=C(C=NC1)C(=O)N)=O